2-methylpyridinium (S)-2-(6-Methoxynaphthalen-2-yl)propanoate COC=1C=C2C=CC(=CC2=CC1)[C@@H](C(=O)[O-])C.CC1=[NH+]C=CC=C1